5-amino-2,3-dihydroisoindol-1-one NC=1C=C2CNC(C2=CC1)=O